C(=C)OCCOCCO diethylene glycol vinyl ether